tert-Butyl N-[(3-oxoindan-1-ylidene)amino]carbamate O=C1CC(C2=CC=CC=C12)=NNC(OC(C)(C)C)=O